Selenium-tungsten [W].[Se]